3-Amino-4-(7-fluoro-1H-indazol-4-yl)-7-methyl-6-oxazol-2-yl-1H-1,5-naphthyridin-2-one NC=1C(NC2=CC(=C(N=C2C1C1=C2C=NNC2=C(C=C1)F)C=1OC=CN1)C)=O